2-bromo-3',3'-dimethyl-2',3'-dihydrospiro-[fluorene-9,1'-indene] BrC1=CC2=C(C=C1)C1=CC=CC=C1C21CC(C2=CC=CC=C12)(C)C